2-(benzyloxycarbonylamino)acetic acid tert-butyl-N-[[(2S)-2-(benzyloxycarbonylamino)-3-cyclopentyl-propionyl]amino]carbamate C(C)(C)(C)OC(NNC([C@H](CC1CCCC1)NC(=O)OCC1=CC=CC=C1)=O)=O.C(C1=CC=CC=C1)OC(=O)NCC(=O)O